N[C@H](C(=O)N=S(C1=CC=NC=C1)(=O)N)CC(C)C (2S)-2-amino-N-(amino(oxo)(pyridin-4-yl)-λ6-sulfanylidene)-4-methylpentanamide